FC(C(=O)NCCC1=C(C=CC=C1)C(F)(F)F)(F)F trifluoroacetyl-2-trifluoromethyl-phenethylamine